1-(4-(3,6-dihydro-2H-pyran-4-yl)-3-(2-trityl-2H-tetrazol-5-yl)phenyl)-3-(4-methylcyclohexyl)urea O1CCC(=CC1)C1=C(C=C(C=C1)NC(=O)NC1CCC(CC1)C)C=1N=NN(N1)C(C1=CC=CC=C1)(C1=CC=CC=C1)C1=CC=CC=C1